2,3,4,6-tetraacetyl-β-D-galactopyranosyl bromide C(C)(=O)[C@@]1([C@@H](O[C@@H]([C@@]([C@@]1(O)C(C)=O)(O)C(C)=O)C(O)C(C)=O)Br)O